ClC=1C=CC2=C(CCC=3C(=NC=CC3)C2)C1 8-chloro-5,6-dihydro-11H-benzo[5,6]cyclohepta[1,2-b]pyridine